4-((1R,2R)-2-tert-butylcyclopropyl)-3-chlorobenzoic acid (S)-phenethylamine salt C(CC1=CC=CC=C1)N.C(C)(C)(C)[C@H]1[C@@H](C1)C1=C(C=C(C(=O)O)C=C1)Cl